(R)-(2-(benzofuran-3-yl)-1-((2-chlorophenyl)sulfonamido)ethyl)boronic acid O1C=C(C2=C1C=CC=C2)C[C@H](NS(=O)(=O)C2=C(C=CC=C2)Cl)B(O)O